2-(2-carboxyethyl)-9H-carbazole C(=O)(O)CCC1=CC=2NC3=CC=CC=C3C2C=C1